1-(3-chloro-5'-fluoro-2'-hydroxy-3'-(2-(piperazin-1-yl)-6-(1H-pyrazol-4-yl)pyridin-4-yl)-[1,1'-biphenyl]-4-yl)-3-methyl-1H-imidazol-2(3H)-one 2,2,2-trifluoroacetate FC(C(=O)O)(F)F.ClC=1C=C(C=CC1N1C(N(C=C1)C)=O)C1=C(C(=CC(=C1)F)C1=CC(=NC(=C1)C=1C=NNC1)N1CCNCC1)O